2-{2-[2-(2-methylaminomethyl-6-nitro-phenoxy)-ethoxy]-ethoxy}-ethanol CNCC1=C(OCCOCCOCCO)C(=CC=C1)[N+](=O)[O-]